ClCC=1N(C=2N(C(N=C(C2N1)N1C[C@H](N(C[C@@H]1C)C(=O)OC(C)(C)C)C)=O)C([2H])([2H])[2H])C([2H])([2H])[2H] tert-butyl (2R,5S)-4-(8-(chloromethyl)-3,9-bis(methyl-d3)-2-oxo-3,9-dihydro-2H-purin-6-yl)-2,5-dimethylpiperazine-1-carboxylate